FC(C(COS(=O)(=O)C1=CC=C(C=C1)C)(C)C)(F)F 4-methylbenzenesulfonic acid 3,3,3-trifluoro-2,2-dimethylpropyl ester